ClC1=C(C=CC=C1)[C@@H](C)O (R)-2-chlorophenyl-ethanol